N-(2,6-dioxopiperidin-3-yl)-1,3-dioxoisoindoline O=C1NC(CCC1N1C(C2=CC=CC=C2C1=O)=O)=O